COC(=O)[C@H]1N(C[C@@H](C1)N=[N+]=[N-])C(=O)OC(C)(C)C (2S,4R)-4-azidopyrrolidine-1,2-dicarboxylic acid O1-tert-butyl ester O2-methyl ester